2-(3'-tert-butyl-2'-hydroxyl-5'-(2-methoxycarbonylethyl)phenyl)-5-chlorobenzotriazole C(C)(C)(C)C=1C(=C(C=C(C1)CCC(=O)OC)N1N=C2C(=N1)C=CC(=C2)Cl)O